C(C)N(C#N)CCC=1OC(=NN1)C=1C(=NC=CC1)NC1=CC=C(C=C1)C(F)(F)F Ethyl-[2-[5-[2-[4-(trifluoromethyl)anilino]-3-pyridyl]-1,3,4-oxadiazol-2-yl]ethyl]cyanamide